4-Amino-N-(1-((4-cyano-2-fluorophenyl)amino)-6-methylisoquinolin-5-yl)quinazoline-8-carboxamide NC1=NC=NC2=C(C=CC=C12)C(=O)NC1=C2C=CN=C(C2=CC=C1C)NC1=C(C=C(C=C1)C#N)F